N-(1-(4-(N-benzylbenzenesulfonylamino)-2-cyanophenyl)pyrrolidin-3-yl)acetamide C(C1=CC=CC=C1)N(C1=CC(=C(C=C1)N1CC(CC1)NC(C)=O)C#N)S(=O)(=O)C1=CC=CC=C1